COC1=NC(=C(C=C1)C)N1CCC(CC1)N1CCN(CC1)C 2-methoxy-5-methyl-6-(4-(4-methylpiperazin-1-yl)piperidin-1-yl)pyridine